(3-fluorocyclopentyl)-λ2-azane FC1CC(CC1)[NH]